(3E)-1-chloro-14,14-diethoxy-3-tetradecene ClCC\C=C\CCCCCCCCCC(OCC)OCC